FC=1C=CC(=C(CN2C3CN(CC2C3)C3=CC=C(C=N3)C=3C2=C(N=CN3)NC(=C2)CCO)C1)O 2-(4-(6-(6-(5-fluoro-2-hydroxybenzyl)-3,6-diazabicyclo[3.1.1]heptan-3-yl)pyridin-3-yl)-7H-pyrrolo[2,3-d]pyrimidin-6-yl)ethanol